tert-butyl N-[4-[6-[(4-chlorophenyl)-methyl-carbamoyl]benzotriazol-1-yl]phenyl]carbamate ClC1=CC=C(C=C1)N(C(=O)C=1C=CC2=C(N(N=N2)C2=CC=C(C=C2)NC(OC(C)(C)C)=O)C1)C